CC(C(=O)OCC(F)(F)F)(CN1N=C(C2=CC=CC=C12)C1=CC=C(C=C1)C)C 2,2,2-Trifluoroethyl 2,2-dimethyl-3-(3-(p-tolyl)-1H-indazol-1-yl)propanoate